2-N-butyryl-6-O-(diphenylphosphinoyl)-D-glucosamine C(CCC)(=O)N[C@H]1C(O)O[C@@H]([C@H]([C@@H]1O)O)COP(=O)(C1=CC=CC=C1)C1=CC=CC=C1